BrC=1C=C2CCOCC2=C(C1)C1N(CC1)C(=O)O.O1C(=NC2=C1C=CC=C2)C2=C(C(N(C(=N2)N(C)C(C2=CC=CC=C2)C2=CC=C(C=C2)Br)C)=O)OC 6-(1,3-benzoxazol-2-yl)-2-{[(4-bromophenyl)(phenyl)methyl](methyl)amino}-5-methoxy-3-methyl-3,4-dihydropyrimidin-4-one 2-(6-bromoisochroman-8-yl)azetidine-1-carboxylate